BrC=1N=C(C=NC1)C 5-bromo-3-methylpyrazin